7-(8-((tert-butoxycarbonyl)amino)-7-fluoro-3-((2-methyl-3-oxo-1,2,3,4-tetrahydroisoquinolin-7-yl)amino)isoquinolin-6-yl)-8-methyl-2,3-dihydro-1H-pyrido[2,3-b][1,4]oxazine-1-carboxylate C(C)(C)(C)OC(=O)NC=1C(=C(C=C2C=C(N=CC12)NC1=CC=C2CC(N(CC2=C1)C)=O)C1=C(C2=C(OCCN2C(=O)[O-])N=C1)C)F